N,N,N-tri(2-hydroxyethyl)ammonium OCC[NH+](CCO)CCO